methyl (S)-3-(5-((tert-butyldimethylsilyl)oxy)-2-((2-(2-methoxyphenyl)pyrimidin-4-yl)methoxy)phenyl)-2-hydroxypropanoate [Si](C)(C)(C(C)(C)C)OC=1C=CC(=C(C1)C[C@@H](C(=O)OC)O)OCC1=NC(=NC=C1)C1=C(C=CC=C1)OC